FC(S(=O)(=O)[O-])(F)F.C(C)(C)(C)C=1C=C(C=C(C1)C(C)(C)C)[I+]C1=C(C=C(C=C1C)C)C (3,5-di-tert-butylphenyl)(mesityl)iodonium trifluoromethane-sulfonate